CC1=C2C(=NNC2=CC(=C1)C)C1CCNCC1 4,6-dimethyl-3-piperidin-4-yl-1H-indazole